CCCC1N(CCC1)[C@H](C(=O)O)CC (S)-2-3-propyl-pyrrolidin-1-yl-butyric acid